((2-nitro-3-(trifluoromethyl)phenyl)amino)piperidine-1-carboxylic acid tert-butyl ester C(C)(C)(C)OC(=O)N1C(CCCC1)NC1=C(C(=CC=C1)C(F)(F)F)[N+](=O)[O-]